(1-azidovinyl)-3-chlorobenzene N(=[N+]=[N-])C(=C)C1=CC(=CC=C1)Cl